(S)-N-((S)-1-cyano-2-((S)-2-oxopyrrolidin-3-yl)ethyl)-5-((S)-2-(2-cyanoacetamido)-3,3-dimethylbutyryl)-5-azaspiro[2.4]heptane-6-carboxamide C(#N)[C@H](C[C@H]1C(NCC1)=O)NC(=O)[C@H]1N(CC2(CC2)C1)C([C@H](C(C)(C)C)NC(CC#N)=O)=O